BrC1=C(C=CC=C1)C=C(C(=O)C1=CC=CC=C1)C 3-(2-Bromophenyl)-2-methyl-1-phenylprop-2-ene-1-one